C(C)OP(OCC)(=O)CCCCCI 5-iodopentylphosphonic acid diethyl ester